Ethyl 2,5-bis(benzyloxy)-3-(hydroxymethyl)benzoat C(C1=CC=CC=C1)OC1=C(C(=O)OCC)C=C(C=C1CO)OCC1=CC=CC=C1